OCCNCCCC Hydroxyeth-ylbutylamine